C[Si](C1=CC=C(C=C1)[Si](C)(C)C)(C)C 1,4-bis(trimethylsilyl)benzene